1,3-bis((2-(trimethylsilyl)ethoxy)methyl)-1H-benzo[d]imidazol-2(3H)-one C[Si](CCOCN1C(N(C2=C1C=CC=C2)COCC[Si](C)(C)C)=O)(C)C